COC1=C(C(=NC=C1C)CSC1=NC2=C(N1)C=CC(=C2)OC(C(C2=CC=CC=C2)NC(=O)OCC2C1=CC=CC=C1C=1C=CC=CC21)=O)C ((((9H-fluorene-9-yl)methoxy)carbonyl)amino)-2-phenylacetic acid 2-(((4-methoxy-3,5-dimethylpyridin-2-yl) methyl) thio)-1H-benzo[d]-imidazol-5-yl ester